NC=1C(=CC(=C(C1)C1=CC(=C(C=C1)OC)NC1=NC=NC2=CC(=C(C=C12)OC1CCN(CC1)C(C=C)=O)OC)C)F 1-(4-((4-((5'-amino-4'-fluoro-4-methoxy-2'-methyl-[1,1'-biphenyl]-3-yl)amino)-7-Methoxyquinazolin-6-yl)oxy)piperidin-1-yl)prop-2-en-1-one